2-(((tert-butyldimethylsilyl)oxy)methyl)-7-chloro-5-methylthieno[3,2-b]pyridine [Si](C)(C)(C(C)(C)C)OCC1=CC2=NC(=CC(=C2S1)Cl)C